1-(4-methoxyphenyl)-N-(1-phenylethyl)ethan-1-amine COC1=CC=C(C=C1)C(C)NC(C)C1=CC=CC=C1